ClC=1C(=NC=CC1)C(=O)N1CC(CC1)C1=C(C=O)C=C(C=C1)C(C1=CC=C(C=C1)C)O 2-(1-(3-chloropyridoyl)pyrrolidin-3-yl)-5-(hydroxy(p-tolyl)methyl)benzaldehyde